N-(4-cyano-2-fluorophenyl)-5-cyclopentyl-1H-pyrrole-3-sulfonamide C(#N)C1=CC(=C(C=C1)NS(=O)(=O)C1=CNC(=C1)C1CCCC1)F